C(#N)N1CC=2N=C(N=C(C2C1)N1CCCC1)NC(C)=O N-(6-cyano-4-(pyrrolidin-1-yl)-6,7-dihydro-5H-pyrrolo[3,4-d]pyrimidin-2-yl)acetamide